BrC1=CC=CC(=N1)OCC(C)(O)C 1-((6-bromopyridin-2-yl)oxy)-2-methyl-propan-2-ol